C(C)(C)C1=CC=2CC=3C(=NC=CN3)C2C=C1 7-isopropyl-9H-indeno[1,2-b]pyrazine